1-(4-Methylpiperazin-1-yl)-2-(4-phenyl-3,4-dihydroquinoxalin-1(2H)-yl)ethan-1-one azapimelate C(NCCCCC(=O)O)(=O)O.CN1CCN(CC1)C(CN1CCN(C2=CC=CC=C12)C1=CC=CC=C1)=O